ethyl (1s,4s)-4-(toluenesulfonyloxy)cyclohexane-1-carboxylate C(C1=CC=CC=C1)S(=O)(=O)OC1CCC(CC1)C(=O)OCC